C(C1=CC=CC=C1)OC(=O)N1[C@H](C[C@@H](CC1)C1=NC=CC=C1)C1=CC=C(C=C1)C(=O)OC |r| (±)-trans-2-(4-(methoxycarbonyl)phenyl)-4-(pyridin-2-yl)piperidine-1-carboxylic acid benzyl ester